(R)-9-fluoro-8-(hydroxymethyl)-3-methyl-1H-pyrazolo[1,5,4-de]quinoxalin-2(3H)-one FC1=C(C=C2C=3N([C@@H](C(NC13)=O)C)N=C2)CO